CN(C(=O)C(=O)N1[C@@H](C[C@H](C1)F)C(=O)N[C@H](C1=CC=C(C=C1)C(C)C)C1=CC=CC=C1)C (2S,4R)-1-[(dimethylcarbamoyl)carbonyl]-4-fluoro-N-[(S)-phenyl[4-(propan-2-yl)phenyl]methyl]pyrrolidine-2-carboxamide